3-((S)-2-hydroxy-3-((S)-8-(4-methyl-3,4-dihydro-2H-benzo[b][1,4]oxazin-6-ylsulfonyl)-1-oxa-8-azaspiro[4.5]decan-3-ylamino)propoxy)-N-methylbenzenesulfonamide O[C@H](COC=1C=C(C=CC1)S(=O)(=O)NC)CN[C@@H]1COC2(C1)CCN(CC2)S(=O)(=O)C2=CC1=C(OCCN1C)C=C2